[6-[3-(1-aminocyclopropyl)-1,2,4-triazol-1-yl]-2-azaspiro[3.3]heptan-2-yl]-[6-[[1-methyl-5-(trifluoromethyl)pyrazol-3-yl]methyl]-2-azaspiro[3.3]heptan-2-yl]methanone NC1(CC1)C1=NN(C=N1)C1CC2(CN(C2)C(=O)N2CC3(C2)CC(C3)CC3=NN(C(=C3)C(F)(F)F)C)C1